NC(C(=O)N)CC1=CC=C(C=C1)C(F)(F)F 2-amino-3-(4-(trifluoromethyl)phenyl)propanamide